CC1=C(C=NN1C1=CC=CC=C1)C(=O)OCC ethyl 5-methyl-1-phenyl-1H-pyrazole-4-carboxylate